tert-butyl N-[3-methyl-5-[[2-[2-(1-methylbenzimidazol-4-yl)-1-piperidyl]-2-oxo-acetyl]amino]-2-pyridyl]carbamate CC=1C(=NC=C(C1)NC(C(=O)N1C(CCCC1)C1=CC=CC=2N(C=NC21)C)=O)NC(OC(C)(C)C)=O